NCC(O)(C1CC1)C1=NC(=C(C=C1)OC)C1=CC(=C(C=C1)F)Cl 2-amino-1-(6-(3-chloro-4-fluorophenyl)-5-methoxypyridin-2-yl)-1-cyclopropylethanol